2-(2-(tert-butoxy)ethoxy)-8-((2-fluoro-4-methoxyphenyl)amino)-7-methyl-3,4-dihydro-2,7-naphthyridine-1,6(2H,7H)-dione C(C)(C)(C)OCCON1C(C2=C(N(C(C=C2CC1)=O)C)NC1=C(C=C(C=C1)OC)F)=O